NCCCNCCCNCCCN N,N'-bis(3-aminopropyl)1,3-propanediamine